2-(3-bromophenyl)-5-hydroxy-N-(isoxazol-4-yl)-1-methyl-6-oxo-1,6-dihydropyrimidine-4-carboxamide BrC=1C=C(C=CC1)C=1N(C(C(=C(N1)C(=O)NC=1C=NOC1)O)=O)C